Benzyl (S)-2-(2-(2-(2-(diethoxyphosphoryl)-N-methylacetamido)-acetamido)-4-methoxy-4-oxobutoxy)-4-(dodec-1-yn-1-yl)benzoate C(C)OP(=O)(OCC)CC(=O)N(C)CC(=O)N[C@H](COC1=C(C(=O)OCC2=CC=CC=C2)C=CC(=C1)C#CCCCCCCCCCC)CC(=O)OC